C1(CCC1)N1N=CC(=C1)C1=C(C(=O)OCC)C=C(C=C1F)NC(=O)C1(CC1)C1=CC(=C(C=C1)C(F)(F)F)F Ethyl 2-(1-cyclobutyl-1H-pyrazol-4-yl)-3-fluoro-5-[({1-[3-fluoro-4-(trifluoromethyl) phenyl]cyclopropyl}carbonyl) amino]benzoate